7-chloro-N,N-dimethyl-thiazolo[4,5-d]Pyrimidine-2-amine ClC=1C2=C(N=CN1)N=C(S2)N(C)C